C(#C)C1(COC1)C 3-Ethynyl-3-methyl-oxetane